NC1=CC(=NC(=N1)NC1=C(C=CC=C1)O)C(=O)N(C)CC1=CC=CC=C1 6-Amino-N-benzyl-2-((2-hydroxyphenyl)amino)-N-methylpyrimidine-4-carboxamide